C(#N)/C(/C(=O)OCC)=C\C1=CC(=C(C=C1)OC)O ethyl (E)-2-cyano-3-(3-hydroxy-4-methoxyphenyl)acrylate